bis[(2E)-2,3-dibromoprop-2-en-1-yl-oxy]methane Br\C(\COCOC/C(=C\Br)/Br)=C\Br